[NH4+].[NH4+].C(OCC(OP(=O)(O)O)C1=C(C(=CC(=C1)CCCCC)O)[C@H]1[C@@H](CCC(=C1)C)C(=C)C)([O-])=O.OC1=CC(=CC(=C1[C@H]1[C@@H](CCC(=C1)C)C(=C)C)C(COC([O-])=O)OP(=O)(O)O)CCCCC (1'R,2'R)-6-hydroxy-5'-methyl-4-pentyl-2'-(prop-1-en-2-yl)-1',2',3',4'-tetrahydro-[1,1'-biphenyl]-2-yl(2-(phosphonooxy)ethyl) carbonate di-ammonium salt